methyl 2-amino-2-(3-chloro-5-(trifluoromethoxy)phenyl)acetate NC(C(=O)OC)C1=CC(=CC(=C1)OC(F)(F)F)Cl